[1-[(6S)-6-amino-5,6,7,8-tetrahydroquinolin-2-yl]-4-(fluoromethyl)-4-methylpyrrolidin-3-yl]carbamic acid tert-butyl ester C(C)(C)(C)OC(NC1CN(CC1(C)CF)C1=NC=2CC[C@@H](CC2C=C1)N)=O